2-chloro-6H,7H,8H-pyrimido[5,4-b][1,4]oxazine ClC=1N=CC=2OCCNC2N1